2-isopropyl-8-ethyloctahydro-2H-pyrazino[1,2-a]pyrazine C(C)(C)N1CC2N(CC1)CCN(C2)CC